3-[difluoro(methoxy)methyl]-6-[6-[(1S)-1-(difluoromethyl)propoxy]-3-pyridyl]-[1,2,4]triazolo[4,3-a]pyrazine FC(C1=NN=C2N1C=C(N=C2)C=2C=NC(=CC2)O[C@@H](CC)C(F)F)(OC)F